OC1=C(C=O)C(=CC=C1)[N+](=O)[O-] 2-HYDROXY-6-NITROBENZALDEHYDE